FC(F)(F)C1=C(C(=CC2=CC3=CC4=CC5=CC=CC=C5C=C4C=C3C=C12)N)N trifluoromethyl-2,3-diaminopentacene